tetramethyl-dodecyl-benzene CC=1C(=C(C(=C(C1)CCCCCCCCCCCC)C)C)C